FC=1C(=C(C(=C(C1)B(O)O)F)F)F Tetrafluorophenyl-Boronic Acid